C(C(C)C)C1=CC=C(C=C1)C(C(=O)O)C 2-(4-Isobutylphenyl)propanoic acid